(E)-N-(1-cyclopropyl-3-(S-methylsulfonimidoyl)allyl)-2-(1,1-difluoroethyl)-4-phenoxypyrimidine-5-carboxamide C1(CC1)C(\C=C\S(=O)(=N)C)NC(=O)C=1C(=NC(=NC1)C(C)(F)F)OC1=CC=CC=C1